NC1=NC2=C(C3=CN=CC=C13)C=C(C=C2)C(=O)N([C@H]2COC1=NC(=CC=C12)C(F)(F)F)CC1CC1 (R)-5-amino-N-(cyclopropylmethyl)-N-(6-(trifluoromethyl)-2,3-dihydrofuro[2,3-b]pyridin-3-yl)benzo[c][2,6]naphthyridin-9-carboxamide